1-(6-chloro-4-vinylisoindoline-2-yl)ethan-1-one ClC1=CC(=C2CN(CC2=C1)C(C)=O)C=C